N-tert-butyl-2'-(3-ethyl-1H-pyrrolo[2,3-b]pyridin-5-yl)-5',6'-dihydrospiro[azetidine-3,4'-pyrrolo[1,2-b]pyrazole]-1-carboxamide C(C)(C)(C)NC(=O)N1CC2(CCN3N=C(C=C32)C=3C=C2C(=NC3)NC=C2CC)C1